O=C1N2C(OC13CC(C3)OCC=3C=C(C=CC3)CC#N)CC[C@H]2C2=NC=CN=C2 [3-({[(5'S)-3'-oxo-5'-(pyrazin-2-yl)tetrahydro-3'H-spiro[cyclobutane-1,2'-pyrrolo[2,1-b][1,3]oxazol]-3-yl]oxy}methyl)phenyl]acetonitrile